1,3,4-Triacetylbenzol C(C)(=O)C1=CC(=C(C=C1)C(C)=O)C(C)=O